N-(3-fluoro-5-iodophenyl)tetrahydro-2H-pyran-4-amine FC=1C=C(C=C(C1)I)NC1CCOCC1